6-bromo-1-methyl-benzo[cd]indol-2(1H)-one BrC=1C=2C3=C(C(N(C3=CC1)C)=O)C=CC2